2,2-bis[4-(2,4-diaminophenoxy)phenyl]propane NC1=C(OC2=CC=C(C=C2)C(C)(C)C2=CC=C(C=C2)OC2=C(C=C(C=C2)N)N)C=CC(=C1)N